CN(C1=C(C=CC=C1)C1CCN(CC1)C1=NC(=NC2=CC=C(C=C12)N(CCO)C)C1(CCC1)C(F)(F)F)C 2-{[4-[4-(2-Dimethylamino-phenyl)-piperidin-1-yl]-2-(1-trifluoromethyl-cyclobutyl)-quinazolin-6-yl]-methyl-amino}-ethanol